C1(=CC=CC=C1)C1=CC=C(NC=2C(=NC=CN2)C2=NOC(N2)=O)C=C1 3-[3-(4-phenylanilino)pyrazin-2-yl]-4H-1,2,4-oxadiazol-5-one